(3-bromo-2,5-dimethoxy-7-bicyclo[4.2.0]octa-1(6),2,4-trienyl)methanamine BrC1=C(C=2CC(C2C(=C1)OC)CN)OC